C(OC1CNC1)([2H])([2H])[2H] 3-(methoxy-d3)azetidine